CC1=C(N)C(=CC(=C1)N1CCC(CC1)C(F)(F)F)C 2,6-dimethyl-4-(4-(trifluoromethyl)piperidin-1-yl)aniline